(R)-4-((5R,8R,9S,10S,13R,14S,17R)-10,13-dimethyl-3-oxohexadecahydro-1H-cyclopenta[a]phenanthren-17-yl)pentanenitrile C[C@]12[C@H]3CC[C@@]4([C@H](CC[C@H]4[C@@H]3CC[C@@H]2CC(CC1)=O)[C@@H](CCC#N)C)C